NC(CCNC(CCN)CC)CC N3-(3-Aminopentyl)-1,3-pentandi-amin